FC1=C(C(=CC(=C1)C#CC=1C=NC=CC1)F)C1=NC=2N(C1C=1N(N=CC1)C)C1(C(N2)=O)CC1 [2,6-difluoro-4-[2-(3-pyridinyl)ethynyl]phenyl]-3'-(2-methylpyrazol-3-yl)spiro[cyclopropane-1,5'-imidazo[1,2-a]imidazol]-6'-one